2-(benzo[d]thiazol-2-ylamino)-8-cyclopentyl-7-oxo-7,8-dihydropyrido[2,3-d]pyrimidine-6-carbonitrile S1C(=NC2=C1C=CC=C2)NC=2N=CC1=C(N2)N(C(C(=C1)C#N)=O)C1CCCC1